Sodium 5-acetamido-2,6-anhydro-4-(2H-benzo[g]indazol-2-yl)-3,4,5-trideoxy-D-glycero-D-galacto-non-2-enonate C(C)(=O)N[C@@H]1[C@H](C=C(C(=O)[O-])O[C@H]1[C@H](O)[C@H](O)CO)N1N=C2C3=C(C=CC2=C1)C=CC=C3.[Na+]